N-((S)-2-((5-(3,5-dimethylisoxazol-4-yl)pyridin-2-yl)amino)-1-((1r,4S)-4-methylcyclohexyl)-2-oxoethyl)-3-methylisoxazole-4-carboxamide CC1=NOC(=C1C=1C=CC(=NC1)NC([C@H](C1CCC(CC1)C)NC(=O)C=1C(=NOC1)C)=O)C